disodium bipyridine N1=C(C=CC=C1)C1=NC=CC=C1.[Na].[Na]